FC1=C(NCC2=CC(=CC=C2)OC)C=C(C(=C1)C)SCC(F)(F)F 2-fluoro-N-(3-methoxybenzyl)-4-methyl-5-((2,2,2-trifluoroethyl)thio)aniline